C(C(O)C)(=O)O.O=C[C@H](O)[C@@H](O)[C@H](O)[C@H](O)CO glucose lactic acid salt